4-[[1-[2-[2-[2-(2-Aminoethoxy)ethoxy]ethoxy]ethyl]-4-piperidyl]amino]-2-(2,6-dioxo-3-piperidyl)isoindoline-1,3-dione NCCOCCOCCOCCN1CCC(CC1)NC1=C2C(N(C(C2=CC=C1)=O)C1C(NC(CC1)=O)=O)=O